(R)-N-(3-(dimethylamino)phenyl)-2-hydroxy-2-phenylacetamide CN(C=1C=C(C=CC1)NC([C@@H](C1=CC=CC=C1)O)=O)C